C1C=CN2C(=CC=C12)C(=O)N Pyrrolizine-5-carboxamide